C(C)OC(CCC(=O)C1=CC2=C(S1)C=C(C(=C2)OCCCOC=2C(=C1CN(CC1=CC2OC)C(CCC(=O)OCC)=O)Cl)OC)=O 4-(5-(3-((4-chloro-2-(4-ethoxy-4-oxobutanoyl)-6-methoxyisoindolin-5-yl)oxy)propoxy)-6-methoxybenzo[b]thiophen-2-yl)-4-oxobutanoic acid ethyl ester